2-Amino-1-(6-cyclopropyl-3-methoxy-2-methylphenyl)-5,6-dimethyl-1H-pyrrolo[2,3-b]pyridine-3-carbonitrile NC1=C(C=2C(=NC(=C(C2)C)C)N1C1=C(C(=CC=C1C1CC1)OC)C)C#N